1-methyl-cyclohexane-2,4-diamine CC1C(CC(CC1)N)N